C(C)(C)OC1=CC=C(C=N1)C=1C(=CN(C(C1)=O)C)C=1C=NN(C1)C1=C(C(=O)O)C=CC=C1 2-[4-(6-Isopropoxy-1'-methyl-6'-oxo-1',6'-dihydro-[3,4']bipyridinyl-3'-yl)-pyrazol-1-yl]-benzoic acid